Cl.Cl.Cl.NCC1=CC=C(C(=N1)C(C=1C(=C(C=CC1)C[C@@H]1NCC([C@@H]1NS(=O)(=O)CC)(F)F)F)(F)F)C N-{(2S,3R)-2-[(3-{[6-(aminomethyl)-3-methylpyridin-2-yl](difluoro)methyl}-2-fluorophenyl)methyl]-4,4-difluoropyrrolidin-3-yl}ethanesulfonamide trihydrochloride